methyl-6-aminopenicillanic acid pivalate C(C(C)(C)C)(=O)O.CCC1(S[C@H]2N([C@H]1C(=O)O)C([C@H]2N)=O)C